2-(2-((2-chlorobenzyl)thio)-5-methyl-1H-pyrrol-1-yl)pyridine ClC1=C(CSC=2N(C(=CC2)C)C2=NC=CC=C2)C=CC=C1